FC1(CC(C1)C1=NN=C(O1)C(=O)NC1C2=C(CN(CC1)CCO)C=C(C=C2)C2=NC(=NC=C2)NC=2C=NN(C2)C)F 5-(3,3-difluorocyclobutyl)-N-(2-(2-hydroxyethyl)-8-(2-((1-methyl-1H-pyrazol-4-yl)amino)pyrimidin-4-yl)-2,3,4,5-tetrahydro-1H-benzo[c]azepin-5-yl)-1,3,4-oxadiazole-2-carboxamide